NC1=C(C=CC=C1)C=1C=C(SC1)C(=O)NC1=CC(=CC=C1)NS(=O)(=O)C 4-(2-aminophenyl)-N-(3-methanesulfonamidophenyl)thiophene-2-carboxamide